IC=1C(=NN2C1N=C(C=C2C2=CC=CC=C2)C2=CC=CC=C2)C(=O)OCC ethyl 3-iodo-5,7-diphenylpyrazolo[1,5-a]pyrimidine-2-carboxylate